C1=CC=CC=2C1=C1N(C3=CC=CC=C3C1=CC2)C2=CC=C(C=C2)C=2N=C(C(=NC2C2=CC=C(C=C2)N2C1=CC=CC=C1C1=CC=C3C(=C21)C=CC=C3)C#N)C#N 5,6-bis(4-(11H-benzo[a]carbazol-11-yl)-phenyl)pyrazine-2,3-dicarbonitrile